FC1=CC=C2C(=CN(C2=C1)C)C=1CCN(CC1)CC=1C=C2CN(C(C2=CC1)=O)C1C(NC(CC1)=O)=O 3-(5-((4-(6-fluoro-1-methyl-1H-indol-3-yl)-3,6-dihydropyridin-1(2H)-yl)methyl)-1-oxoisoindolin-2-yl)piperidine-2,6-dione